1-(3,4-Dichlorophenyl)-2-((5R,8S)-1-fluoro-6,7,8,9-tetrahydro-5H-5,8-epiminocyclohepta-[c]pyridin-10-yl)ethane-1,2-dione ClC=1C=C(C=CC1Cl)C(C(=O)N1[C@@H]2CC[C@H]1CC=1C(=NC=CC12)F)=O